[Li].[Mg] magnesium, lithium salt